(R)-7-(azetidin-3-yloxy)-4-methyl-N-(1-(2-methyl-3-(trifluoromethyl)phenyl)ethyl)phthalazin-1-amine N1CC(C1)OC1=CC=C2C(=NN=C(C2=C1)N[C@H](C)C1=C(C(=CC=C1)C(F)(F)F)C)C